C[Si](C)(C)[Sn]([Si](C)(C)C)([Si](C)(C)C)[Si](C)(C)C tetrakis(trimethylsilyl)stannane